trimethyl-aminocyclopentadienyl-zirconium CC1=C(C(C=C1)([Zr]N)C)C